4-[N-(2,2-dimethylpropanoyl)-S-(4-pyridyl)sulfonimidoyl]benzoic acid CC(C(=O)N=S(=O)(C1=CC=NC=C1)C1=CC=C(C(=O)O)C=C1)(C)C